I.BrC1=CC=C(C=C1)C(C)(C)N 1-(4-bromophenyl)-1-methylethylamine hydroiodide